ClC=1C=C2C=3NC=4CCN(C(C4C3CCC2=CN1)=O)C(=O)OC(C)(C)C tert-butyl 4-chloro-12-oxo-5,13,17-triazatetracyclo[8.7.0.02,7.011,16]heptadeca-1(10),2,4,6,11(16)-pentaene-13-carboxylate